(1-(1H-indazole-3-carbonyl)piperidin-4-yl)(5-phenyl-4,5-dihydro-1H-pyrazol-1-yl)methanone N1N=C(C2=CC=CC=C12)C(=O)N1CCC(CC1)C(=O)N1N=CCC1C1=CC=CC=C1